5-[(3-[[2-(trimethylsilyl)ethoxy]methyl]-1,3-benzodiazol-4-yl)methoxy]-1,3,4-thiadiazol-2-amine C[Si](CCOCN1C=NC2=C1C(=CC=C2)COC2=NN=C(S2)N)(C)C